3-Benzenesulfonic acid C1=CC(=CC=C1)S(=O)(=O)O